N5-(2-methoxyethyl)-L-glutamine COCCNC(CC[C@H](N)C(=O)O)=O